ClC1=CC=C(C=C1)C1=CC=2C(=C(N=NC2NC2CNCCC2)C(=O)N)S1 2-(4-chlorophenyl)-4-(3-piperidinylamino)-thieno[2,3-d]pyridazine-7-carboxylic acid amide